tert-butyl 4-[[(2r,5s)-5-(iodomethyl)-1,4-dioxan-2-yl]methyl]piperazine-1-carboxylate IC[C@H]1OC[C@H](OC1)CN1CCN(CC1)C(=O)OC(C)(C)C